FC=1C=2N(C=C(C1)NC(=O)C=1C=CC(=C3C=NC(=NC13)OC)C1CCNCC1)C=C(N2)C N-(8-fluoro-2-methylimidazo[1,2-a]pyridin-6-yl)-2-methoxy-5-(piperidin-4-yl)quinazoline-8-carboxamide